C(C)O[Si](O)(CC)CC triethylsilandiol